dodecanoic acid didecyl amide C(CCCCCCCCC)N(C(CCCCCCCCCCC)=O)CCCCCCCCCC